[N+](=O)([O-])C=1C=C(C=CC1)CN 1-(3-nitrophenyl)methylamine